ClC1=C(C(=O)NC2=C3C=NN(C3=CC=C2)C2=CC=C(C=C2)C(F)(F)F)C=C(C=C1)CNC(C(F)(F)F)=O 2-chloro-5-{[(trifluoroacetyl)amino]methyl}-N-{1-[4-(trifluoromethyl)phenyl]indazol-4-yl}benzamide